Rac-(2R,3s,5R)-4-[[3-(3,4-difluoro-2-methoxy-phenyl)-5-(trifluoromethyl)tetrahydrofuran-2-carbonyl]amino]pyridine-2-carboxamide FC=1C(=C(C=CC1F)[C@H]1[C@@H](O[C@H](C1)C(F)(F)F)C(=O)NC1=CC(=NC=C1)C(=O)N)OC |r|